[C@H]12OC[C@H](N(C1)CCCCN1C3=CC=C(C=C3OC=3C=C(C=CC13)Br)Br)C2 10-(4-((1R,4R)-2-oxa-5-azabicyclo[2.2.1]heptan-5-yl)butyl)-3,7-dibromo-10H-phenoxazine